(1-(4-fluoro-3-(trifluoromethyl)phenyl)cyclopropyl)carbamic acid methyl ester COC(NC1(CC1)C1=CC(=C(C=C1)F)C(F)(F)F)=O